2-(N-(3-chloro-4-(cyclopropylmethoxy)phenyl)propiolamido)-3,3-dimethylbutanamide ClC=1C=C(C=CC1OCC1CC1)N(C(C#C)=O)C(C(=O)N)C(C)(C)C